F[C@H]1C[C@H](C[C@@H]1O)C(=O)OCC |r| (±)-ethyl (1S,3S,4S)-3-fluoro-4-hydroxycyclopentane-1-carboxylate